(Z,E)-7,11-Hexadeca-dienal C(CCCCC\C=C/CC\C=C\CCCC)=O